O=C([C@H](O)[C@@H](O)[C@H](O)[C@H](O)CO)O.CC(=O)C acetone Gluconate